FC1=CC(=C(C=C1)C=1C(=NC(=CC1)C=1C=NN(C1)C)C1=NN2C(CNCC2)=C1)OCCOC 2-[3-[4-fluoro-2-(2-methoxyethoxy)phenyl]-6-(1-methylpyrazol-4-yl)-2-pyridinyl]-4,5,6,7-tetrahydropyrazolo[1,5-a]pyrazine